BrC=1C=CC=C2C(C(N(C12)CC(C)C)=O)(CC(=O)C1=CC2=CC=CC=C2C=C1)O 7-bromo-1-isobutyl-3-hydroxy-3-(2-(naphthalen-2-yl)-2-oxoethyl)indolin-2-one